tert-butyl 8-methyl-7-(2-{[6-(3-methyloxetane-3-amido) pyridin-3-yl] amino}-5H,6H,7H,8H-pyrido[3,4-d]pyrimidin-7-yl)-1H,2H,3H-pyrido[2,3-b][1,4]oxazine-1-carboxylate CC1=C(C=NC=2OCCN(C21)C(=O)OC(C)(C)C)N2CC=1N=C(N=CC1CC2)NC=2C=NC(=CC2)NC(=O)C2(COC2)C